methyl-glucose sesquilaurate C(CCCCCCCCCCC)(=O)O.CC(=O)[C@H](O)[C@@H](O)[C@H](O)[C@H](O)CO.C(CCCCCCCCCCC)(=O)O.C(CCCCCCCCCCC)(=O)O.CC(=O)[C@H](O)[C@@H](O)[C@H](O)[C@H](O)CO